Cl.CC(CCNC(N)=O)(C)C 3-(3,3-dimethylbutyl)urea hydrochloride